C(#N)C1=C(C=CC=C1)C(C(C)C=1N(C(C(=C(N1)C(=O)[O-])OC)=O)C)C=1N=CN(C1)C 2-[1-(2-cyanophenyl)-1-(1-methylimidazol-4-yl)propan-2-yl]-5-methoxy-1-methyl-6-oxopyrimidine-4-carboxylate